C(C)(C)N1N=CC(=C1C)C1=NC=2C(=NC=CC2C=2C=C3CCC[C@@H](C3=CC2)NC(=O)N2CC(C2)OC(C)(C)C)N1 3-tert-Butoxy-azetidine-1-carboxylic acid {(S)-6-[2-(1-isopropyl-5-methyl-1H-pyrazol-4-yl)-3H-imidazo[4,5-b]pyridin-7-yl]-1,2,3,4-tetrahydro-naphthalen-1-yl}-amide